((2S,5R)-6-(((3-ethoxy-2,2-dimethyl-3-oxopropoxy)sulfonyl)oxy)-7-oxo-1,6-diazabicyclo[3.2.1]octane-2-carboxamide) methyltetrahydrofuran-3-carboxylate COC(=O)C1COCC1.C(C)OC(C(COS(=O)(=O)ON1[C@@H]2CC[C@H](N(C1=O)C2)C(=O)N)(C)C)=O